R-(+)-2,2'-bis(diphenylphosphino)-1,1'-binaphthyl C1(=CC=CC=C1)P(C1=C(C2=CC=CC=C2C=C1)C1=C(C=CC2=CC=CC=C12)P(C1=CC=CC=C1)C1=CC=CC=C1)C1=CC=CC=C1